[Cl-].C(C)(C)(CC)OP tert-pentyloxyphosphine chloride